2,4-dichloro-6-(triphenylen-2-yl)-1,3,5-triazine ClC1=NC(=NC(=N1)Cl)C1=CC=2C3=CC=CC=C3C3=CC=CC=C3C2C=C1